benzyl (2S,4R)-1-((S)-2-azido-3-methylbutyryl)-4-hydroxypyrrolidine-2-carboxylate N(=[N+]=[N-])[C@H](C(=O)N1[C@@H](C[C@H](C1)O)C(=O)OCC1=CC=CC=C1)C(C)C